(2-(5-(1-(3,5-dichloropyridin-4-yl)ethoxy)-1H-indazol-3-yl)-4,6-dihydroPyrrolo[3,4-d]Imidazol-5(1H)-yl)-3-oxopropanecarbonitrile ClC=1C=NC=C(C1C(C)OC=1C=C2C(=NNC2=CC1)C1=NC2=C(N1)CN(C2)C(CC=O)C#N)Cl